C(C)(=O)OC(C)C Iso-Propyl acetate